(2R,3R,4R,5S)-3,4,5-tris(benzyloxy)-1-(((1r,4R)-4-(2-fluoropropan-2-yl)cyclohexyl)methyl)-2-methylpiperidine C(C1=CC=CC=C1)O[C@@H]1[C@H](N(C[C@@H]([C@H]1OCC1=CC=CC=C1)OCC1=CC=CC=C1)CC1CCC(CC1)C(C)(C)F)C